C(C)(C)(C)OC(NC1=NC(=CC(=C1)NC1=C(C=C(C=C1)C)O)C(NC1=CC=CC=C1)=O)=O (4-((2-hydroxy-4-methylphenyl)amino)-6-(phenylcarbamoyl)pyridin-2-yl)carbamic acid tert-butyl ester